phenanthren-3-yl (4-nitrophenyl)carboxylate [N+](=O)([O-])C1=CC=C(C=C1)C(=O)OC=1C=CC=2C=CC3=CC=CC=C3C2C1